pentadecyl-di-n-propyl-(3-trimethoxysilylpropyl)ammonium chloride [Cl-].C(CCCCCCCCCCCCCC)[N+](CCC[Si](OC)(OC)OC)(CCC)CCC